N1(N=CC=C1)C1=CC=C(CN(C2=CC=C(C=C2)OCCN2CCOCC2)CC2=CC(=CC=C2)OC)C=C1 N-(4-(1H-pyrazol-1-yl)benzyl)-N-(3-methoxybenzyl)-4-(2-morpholinoethoxy)aniline